NC1(CC1)C1=CC=C(C=C1)C1(CCOCC1)N1CCN(CC1)C(=O)OC1=CC=CC=C1 phenyl 4-{4-[4-(1-aminocyclopropyl)phenyl]tetrahydro-2H-pyran-4-yl}piperazine-1-carboxylate